3-[[4-(2-fluoro-6-hydroxy-phenyl)phthalazin-1-yl]amino]propane-1,2-diol FC1=C(C(=CC=C1)O)C1=NN=C(C2=CC=CC=C12)NCC(CO)O